C(C)C=1SC=C(N1)CC1=CC(=NC=C1)C(=O)N[C@@H]1C(N(C2=C(OC1)C=CC(=C2)C#CC2(COC2)O)C)=O (S)-4-((2-ethylthiazol-4-yl)methyl)-N-(7-((3-hydroxyoxetan-3-yl)ethynyl)-5-methyl-4-oxo-2,3,4,5-tetrahydrobenzo[b][1,4]oxazepin-3-yl)pyridineamide